Cl.S1C(=CC=C1)C(=O)OC 2-thiophenecarboxylic acid, methyl ester hydrochloride